(R)-2-(methoxyldiphenylmethyl)pyrrolidine O(C)C([C@@H]1NCCC1)(C1=CC=CC=C1)C1=CC=CC=C1